5,6-dibromotetrahydroquinoxaline BrC1=C2NCCNC2=CC=C1Br